5-bromo-N2-[3-chloro-4-(4-methylpiperazin-1-yl)phenyl]-N4-[2-(trifluoromethylsulfonyl)phenyl]pyrimidine-2,4-diamine BrC=1C(=NC(=NC1)NC1=CC(=C(C=C1)N1CCN(CC1)C)Cl)NC1=C(C=CC=C1)S(=O)(=O)C(F)(F)F